ClC1=C(C=C(C=C1)CC(=O)N)OCC1=NC=CC=C1 (4-chloro-3-(pyridin-2-ylmethoxy)phenyl)acetamide